C1(=CC=CC=C1)S(=O)(=O)O.CN(C/C=C/C(=O)N1C[C@H](CC1)OC(=O)N1CCCCC1)C piperidine-1-carboxylic acid [(3S)-1-[(E)-4-(dimethylamino) but-2-enoyl] pyrrolidin-3-yl] ester benzenesulfonate